[N+](=O)([O-])C1=C(C=CC(=C1)[N+](=O)[O-])NN (2,4-dinitro-phenyl)-hydrazine